1-(piperidin-4-yl)-3-{[4-(propane-2-yloxy)phenyl]Methyl}urea N1CCC(CC1)NC(=O)NCC1=CC=C(C=C1)OC(C)C